N[C@@H](COC1=NC(=NC(=C1C)C1=C(C=CC=C1C)C)NS(=O)(=O)C=1C=C(C(=O)O)C=CC1)CC(C)(C)C 3-[[4-[(2R)-2-amino-4,4-dimethyl-pentoxy]-6-(2,6-dimethylphenyl)-5-methyl-pyrimidin-2-yl]sulfamoyl]benzoic acid